1-O-(2-methoxy)hexadecyl-glycerol 2,4-dibromo-5-methylthiazolebenzyl-(R)-1-(oxiran-2-ylmethyl)-1H-pyrrole-2-carboxylate BrC1(SC(=C(N1)Br)C)C1=CC=CC=C1CC1=C(N(C=C1)C[C@H]1OC1)C(=O)OC(COCC(CCCCCCCCCCCCCC)OC)CO